O=C1NC2=CC(=CC=C2C=C1C(=O)OCC)C1CCOCC1 ethyl 2-oxo-7-(tetrahydro-2H-pyran-4-yl)-1,2-dihydroquinoline-3-carboxylate